(S)-N-(3-(1-((6-cyclopropylthieno[2,3-b]pyrazin-3-yl)amino)ethyl)-4-fluorophenyl)-6-(trifluoromethyl)nicotinamide C1(CC1)C1=CC=2C(=NC(=CN2)N[C@@H](C)C=2C=C(C=CC2F)NC(C2=CN=C(C=C2)C(F)(F)F)=O)S1